C1(CC1)C=1C=C(C(=O)OC)C=C(N1)C(NC1=CC(=CC=C1)[C@H](CC1=NN=CN1C)C)=O Methyl (S)-2-cyclopropyl-6-((3-(1-(4-methyl-4H-1,2,4-triazol-3-yl)propan-2-yl)phenyl)carbamoyl)isonicotinate